N-trimethylsilyl-i-pentylamine C[Si](NCCC(C)C)(C)C